1-(8-amino-7-iodo-6-(4-methylpyridin-3-yl)isoquinolin-3-yl)-3-methylurea NC=1C(=C(C=C2C=C(N=CC12)NC(=O)NC)C=1C=NC=CC1C)I